CC1=CC(=NO1)NC(=O)NC=1C=2N=CN([C@H]3[C@H](O)[C@H](O)[C@@H](CO)O3)C2N=CN1 N6-(5-methyl-isoxazol-3-yl-carbamoyl)-adenosine